C(C)(C)(C)OC(=O)N1C[C@@H](CC1)NC1=NC=C(C(=N1)NC1=C(C=CC=C1)S(=O)(=O)C(C)C)Cl (R)-3-((5-chloro-4-((2-(isopropylsulfonyl)phenyl)amino)pyrimidin-2-yl)amino)pyrrolidine-1-carboxylic acid tert-butyl ester